C1(=CCCCC1)C=CCC1=CCCCC1 1-cyclohexenyl-3-cyclohexenyl-1-propene